3-[1-(2,6-dichloro-3-fluoro-phenyl)-ethoxy]-5-[4-(2-diisopropylamino-ethoxy)-phenyl]-pyridin-2-ylamine ClC1=C(C(=CC=C1F)Cl)C(C)OC=1C(=NC=C(C1)C1=CC=C(C=C1)OCCN(C(C)C)C(C)C)N